NC1=C2C(=NC=N1)N(N=C2C#CC=2C=C(C=CC2C)NC(=O)N2OCC[C@@H]2C2=CC=CC=C2)C2CCC2 (R)-N-(3-((4-amino-1-cyclobutyl-1H-pyrazolo[3,4-d]pyrimidin-3-yl)ethynyl)-4-methylphenyl)-3-phenylisoxazolidin-2-carboxamide